N[C@@H](CCC(=O)CCNC([C@@H](N)CCC(=O)NCC)=O)C(=O)O Theanine, gamma-glutamylethylamide